Terbium Dodecyl Sulfate S(=O)(=O)(OCCCCCCCCCCCC)[O-].[Tb+3].C(CCCCCCCCCCC)OS(=O)(=O)[O-].C(CCCCCCCCCCC)OS(=O)(=O)[O-]